O1[C@H](CCC1)CNC(O[C@@H]1C[C@@H](CC1)C1=CC(=NN1)NC(CC1=CC(=CC(=C1)F)F)=O)=O (1S,3R)-3-(3-{[(3,5-difluorophenyl)acetyl]amino}-1H-pyrazol-5-yl)cyclopentyl [(2R)-tetrahydrofuran-2-ylmethyl]carbamate